6-[[(2S,3R,4S,5S)-3-(3,4-Difluoro-2-methoxy-phenyl)-4,5-dimethyl-5-(trifluoromethyl)tetrahydrofuran-2-carbonyl]amino]pyrimidin-4-carboxamid FC=1C(=C(C=CC1F)[C@@H]1[C@H](O[C@@]([C@H]1C)(C(F)(F)F)C)C(=O)NC1=CC(=NC=N1)C(=O)N)OC